2-[[(5S,7S)-7-Fluoro-5-phenyl-6,7-dihydro-5H-pyrrolo[1,2-b][1,2,4]triazol-2-yl]sulfonyl]acetonitril F[C@H]1C[C@H](N2N=C(N=C21)S(=O)(=O)CC#N)C2=CC=CC=C2